NCCOC1CCC(CC1)CN1CCNCC1 4-[[4-(2-Aminoethoxy)cyclohexyl]methyl]piperazin